2-Chloro-5-((4-(2-(4-chlorophenyl)imidazo[1,2-a]pyridin-3-yl)-5-iodo-1H-1,2,3-triazol-1-yl)methyl)benzamid ClC1=C(C(=O)N)C=C(C=C1)CN1N=NC(=C1I)C1=C(N=C2N1C=CC=C2)C2=CC=C(C=C2)Cl